C(C)N(C(=O)N1CCC(CC1)C(=O)C1=CC=C2C=CN(C2=C1)C)C1=CC=C(C=C1)OC 6-{1-[Ethyl-(4-methoxy-phenyl)-carbamoyl]-piperidin-4-carbonyl}-1-methyl-1H-indol